2-(p-methoxyphenyl)isonicotinic acid COC1=CC=C(C=C1)C=1C=C(C(=O)O)C=CN1